CS(=O)(=O)C=1C=C(C=CC1)CCC(=O)N 3-(3-(methylsulfonyl)phenyl)propionamide